2-hydroxy-1-hydroxy-naphthalenesulfonate OC1C(C2=CC=CC=C2C=C1)(S(=O)(=O)[O-])O